3-methyl-4-((5-methylthiophen-2-yl)methylene)-1-(naphthalen-2-yl)-1H-pyrazol-5(4H)-one CC1=NN(C(C1=CC=1SC(=CC1)C)=O)C1=CC2=CC=CC=C2C=C1